ClC1=CC=C(C=C1)C1CCN(CC1)S(=O)(=O)N1C=[N+](C=C1)C 1-((4-(4-chlorophenyl)piperidin-1-yl)sulfonyl)-3-methyl-1H-imidazol-3-ium